2-[2-(4,4-difluoro-1-hydroxy-cyclohexyl)-4-(trifluoromethyl)phenyl]-6-methyl-1H-pyridin FC1(CCC(CC1)(O)C1=C(C=CC(=C1)C(F)(F)F)C1NC(=CC=C1)C)F